N[C@@H]1CN(CC[C@H]1F)C1=NC2=C(N1CC1=NC=C(C=N1)F)C=C(C=C2C#N)F 2-((3R,4R)-3-amino-4-fluoropiperidin-1-yl)-6-fluoro-1-((5-fluoropyrimidin-2-yl)methyl)-1H-benzo[d]imidazole-4-carbonitrile